2-methanesulfonyl-7-(1-methoxypropyl)-8-(3,4,5-trifluorophenyl)-3H-pyrazolo[1,5-a][1,3,5]triazin-4-one CS(=O)(=O)C1=NC=2N(C(N1)=O)N=C(C2C2=CC(=C(C(=C2)F)F)F)C(CC)OC